C1(CC1)C#CCN1N=C(C2=C(C=C(C=C12)F)F)C1CN(C1)C(=O)OC(C)(C)C tert-Butyl 3-[1-(3-cyclopropylprop-2-yn-1-yl)-4,6-difluoro-1H-indazol-3-yl]azetidine-1-carboxylate